C(C)(C)(C)NC(C)(C)C di-(tert-butyl)amine